ClC=1C=CC2=C(C(=NN(C=3N2C(=NN3)C)C)C3=CC=CC=C3)C1 8-chloro-1,4-dimethyl-6-phenyl-4h-[1,2,4]triazolo[4,3-A][1,3,4]benzotriazepine